1,3-diisopropyl-4,5-dimethylimidazole C(C)(C)N1CN(C(=C1C)C)C(C)C